COC(C(CC=C)(C(F)(F)F)NC1=C(C=CC(=C1)NC(=O)OC)C=1N=C(N(C1)COCC[Si](C)(C)C)[C@H](CC=C)N)=O 2-{2-[2-((S)-1-amino-but-3-enyl)-1-(2-trimethylsilyl-ethoxymethyl)-1H-imidazol-4-yl]-5-methoxycarbonylamino-phenylamino}-2-trifluoromethyl-pent-4-enoic acid methyl ester